4-(7-(((S)-1-((2S,4R)-2-(((S)-1-(4H-chromeno[3,4-d]thiazol-7-yl)ethyl)formamido)-4-hydroxypyrrolidin-1-yl)-3,3-dimethyl-1-oxobutan-2-yl)amino)-7-oxoheptanoyl)piperazine S1C=NC2=C1C=1C=CC(=CC1OC2)[C@H](C)C(=O)N[C@H]2N(C[C@@H](C2)O)C([C@H](C(C)(C)C)NC(CCCCCC(=O)N2CCNCC2)=O)=O